ClC1=NC=C2C3(CN(CC2=C1)C[C@@H](CN1CC2=CC=CC=C2CC1)O)CC3 (R)-7'-chloro-2'-(3-(3,4-dihydroisoquinoline-2(1H)-yl)-2-hydroxypropyl)-2',3'-dihydro-1'H-spiro[cyclopropane-1,4'-[2,6]naphthyridine]